methyltri(isopropoxy)silane C[Si](OC(C)C)(OC(C)C)OC(C)C